3-((4-(Hydroxymethyl)phenyl)amino)-4-nitrobenzonitrile OCC1=CC=C(C=C1)NC=1C=C(C#N)C=CC1[N+](=O)[O-]